2-chloro-N6-phenylethyladenosine ClC=1N=C(C=2N=CN([C@H]3[C@H](O)[C@H](O)[C@@H](CO)O3)C2N1)NCCC1=CC=CC=C1